OC1=C(C=C(C=C1C)C=1C(=C(C=CC1C(C)C)C(C)C)C1=CC(=C(C(=C1)C)O)C)C bis(4-hydroxy-3,5-xylyl)-1,4-diisopropylbenzene